N-(1-(6-((4-(acetamidomethyl)benzyl)thio)-3,5-dicyano-4-ethylpyridin-2-yl)piperidin-4-yl)acetamide C(C)(=O)NCC1=CC=C(CSC2=C(C(=C(C(=N2)N2CCC(CC2)NC(C)=O)C#N)CC)C#N)C=C1